1-bromo-3-(3-bromopropoxy)-2-chlorobenzene BrC1=C(C(=CC=C1)OCCCBr)Cl